(S)-methyl (4-(4-((2-Boc-amino-2,4-dimethylpentyl)oxy)-3-carbonylphenyl)pyridin-2-yl)carbamate C(=O)(OC(C)(C)C)C([C@H](OC=1C(CC(=CC1)C1=CC(=NC=C1)NC(OC)=O)=C=O)N)(CC(C)C)C